2,5-Dioxopyrrolidinyl-4-(hydroxymethyl)-3-nitrobenzoate O=C1N(C(CC1)=O)C1=C(C(=O)[O-])C=CC(=C1[N+](=O)[O-])CO